ClC1=NC=C(C(=C1)C(=O)OC)[N+](=O)[O-] methyl 2-chloro-5-nitro-pyridine-4-carboxylate